2-carboxy-7-((3'-nitro-[1,1'-biphenyl]-2-yl)oxy)-1,2,3,4-tetrahydronaphthalene C(=O)(O)C1CC2=CC(=CC=C2CC1)OC1=C(C=CC=C1)C1=CC(=CC=C1)[N+](=O)[O-]